ClC=1C2=C(N=CN1)N(C=C2)[C@@H]2O[C@@H]([C@@H]1[C@H]2OC(O1)(C)C)CO[P@](=O)(OC1=CC=CC=C1)N[C@@H](C)C(=O)OC(C)C isopropyl ((S)-(((3aR,4R,6R,6aR)-6-(4-chloro-7H-pyrrolo[2,3-d]pyrimidin-7-yl)-2,2-dimethyltetrahydrofuro[3,4-d][1,3]dioxol-4-yl)methoxy)(phenoxy)phosphoryl)-L-alaninate